C(#N)C=1C=CC(=C(C(=O)NC=2C=C3C=CN=CC3=CC2)C1)S(=O)(=O)C 5-cyano-N-(isoquinolin-6-yl)-2-(methylsulfonyl)benzamide